N=1N=CN2C1C(=NC=C2)CN(CC2=CN=CS2)C2=CC(=CC=C2)Br ([1,2,4]triazolo[4,3-a]pyrazin-8-yl)-N-(3-bromophenyl)-N-(thiazol-5-ylmethyl)methylamine